2-(3-(4-amino-1H-pyrazol-1-yl)-1-(methylsulfonyl)azetidin-3-yl)acetonitrile NC=1C=NN(C1)C1(CN(C1)S(=O)(=O)C)CC#N